CC1=CC=C(C=C1)S(=O)(=O)[C@]1([C@@H](C=C(C=C1)Br)S(=O)(=O)C1=CC=C(C)C=C1)C=C trans-1,2-Di-p-toluenesulfonyl-4-bromophenyl-ethylene